CN1CCN(CC1)C=1SC=C(N1)C=1C=C(C=CC1)NS(=O)(=O)C1=CC=C(C=C1)CCCCC N-(3-(2-(4-methylpiperazin-1-yl)thiazol-4-yl)phenyl)-4-pentylbenzenesulfonamide